(3Z)-N-Ethyl-2,3-dihydro-N-methyl-2-oxo-3-[phenyl[[4-(1-piperidinylmethyl)phenyl]amino]methylene]-1H-indole-6-carboxamide CCN(C)C(=O)C1=CC2=C(C=C1)C(=C(N2)O)C(=NC3=CC=C(C=C3)CN4CCCCC4)C5=CC=CC=C5